[C@]12(C(=O)C([C@H](CC1)C2(C)C)=NO)C trans-(1R)-(+)-camphorquinone 3-oxime